The molecule is a monocarboxylic acid anion and a member of dithiolanes. It is a conjugate base of an asparagusic acid. It derives from a hydride of a 1,2-dithiolane. C1C(CSS1)C(=O)[O-]